C(C)C1=C(C=CC(=C1)S(=O)(=O)CCC)NC(=O)C1=NC=CC=C1 N-[2-ethyl-4-(propane-1-sulfonyl)phenyl]pyridine-2-carboxamide